tert-Butyl (2S,3S)-2-[(3-bromophenyl)methyl]-3-[(methanesulfonyl)amino]pyrrolidine-1-carboxylate BrC=1C=C(C=CC1)C[C@@H]1N(CC[C@@H]1NS(=O)(=O)C)C(=O)OC(C)(C)C